(S)-(3-chloro-2,4-difluorophenyl)(trans-3-(trifluoro-methyl)cyclobutyl)methanamine hydrochloride Cl.ClC=1C(=C(C=CC1F)[C@@H](N)[C@@H]1C[C@H](C1)C(F)(F)F)F